NC=1NC(C=2N(C(N(C2N1)[C@@H]1O[C@@H]([C@@H]([C@H]1O)F)[C@@H](CC)O)=O)CC#C)=O 2-amino-9-((2r,3s,4r,5r)-4-fluoro-3-hydroxy-5-((R)-1-hydroxypropyl)tetrahydrofuran-2-yl)-7-(prop-2-yn-1-yl)-7,9-dihydro-1H-purine-6,8-dione